N-(3-((1R,3S)-3-aminocyclopentane-1-carboxamido)propyl)-4-((3-(1-(2,2-difluoroethyl)-3-(trifluoromethyl)-1H-pyrazol-4-yl)imidazo[1,2-a]pyrazin-8-yl)amino)-2-ethylbenzamide formate C(=O)O.N[C@@H]1C[C@@H](CC1)C(=O)NCCCNC(C1=C(C=C(C=C1)NC=1C=2N(C=CN1)C(=CN2)C=2C(=NN(C2)CC(F)F)C(F)(F)F)CC)=O